C[Al](OC1=C(C=CC=C1C(C)(C)C)C(C)(C)C)OC1=C(C=CC=C1C(C)(C)C)C(C)(C)C methyldi(2,6-di-t-butylphenoxy)aluminum